FC1=C(C=CC(=C1)C(C(=O)N(C)CC(CN1C=NC=C1)(O)C1=CC=C(C=C1)F)C)C1=CC=CC=C1 (2-fluoro-[1,1'-biphenyl]-4-yl)-N-(2-(4-fluorophenyl)-2-hydroxy-3-(1H-imidazol-1-yl)propyl)-N-methylpropanamide